1-[(2R,5R)-4-[but-3-ynoxy-(diisopropylamino)phosphanyl]oxy-3-methoxy-5-[(tetrahydropyran-4-ylideneamino)oxymethyl]tetrahydrofuran-2-yl]pyrimidine-2,4-dione C(CC#C)OP(OC1C([C@@H](O[C@@H]1CON=C1CCOCC1)N1C(NC(C=C1)=O)=O)OC)N(C(C)C)C(C)C